C1CC12CCN(CC2)C2=NC(=CC=C2C(=O)NC2=NC(=CC(=C2)C)N2C[C@@H](CCC2)O)NC(CO)(C)C 2-(6-azaspiro[2.5]octan-6-yl)-6-((1-hydroxy-2-methyl-2-propanyl)amino)-N-(6-((3R)-3-hydroxy-1-piperidinyl)-4-methyl-2-pyridinyl)-3-pyridinecarboxamide